(4-hydroxy-1-methyl-4-(trifluoromethyl) cyclohexyl) methylmethanesulfonate CCS(=O)(=O)OC1(CCC(CC1)(C(F)(F)F)O)C